(S)-7,7-difluoro-2-((4-((2-hydroxy-1-phenylethyl)amino)-5-(3-methyl-1,2,4-oxadiazol-5-yl)pyrimidin-2-yl)amino)-6,7-dihydro-5H-pyrrolo[3,4-b]pyridin-5-one FC1(NC(C=2C1=NC(=CC2)NC2=NC=C(C(=N2)N[C@H](CO)C2=CC=CC=C2)C2=NC(=NO2)C)=O)F